5-fluoro-11-(pyrrolidin-1-yl)-8H-dibenzo[3,4:6,7]cyclohepta[1,2-b]thiophen-8-one FC=1C=CC2=C(C3=C(SC=C3)C3=C(C2=O)C=CC(=C3)N3CCCC3)C1